2-[[6-(1,3-Benzothiazol-2-ylamino)-5-methyl-pyridazin-3-yl]-[6-(trimethylammonio)hexyl]amino]-5-[3-[2-fluoro-4-[3-(methylamino)prop-1-ynyl]phenoxy]propyl]thiazole-4-carboxylate S1C(=NC2=C1C=CC=C2)NC2=C(C=C(N=N2)N(C=2SC(=C(N2)C(=O)[O-])CCCOC2=C(C=C(C=C2)C#CCNC)F)CCCCCC[N+](C)(C)C)C